FC1=NN(C=C1)C(C(C)=O)C1=CC=C(C=C1)F 1-(3-fluoro-1H-pyrazol-1-yl)-1-(4-fluorophenyl)propan-2-one